C(C)(=O)C=1C=NC=C(C1C1=CC(=C(C(=O)NC=2C=NC(=C(C2)Cl)N2N=CC=N2)C=C1F)Cl)N 4-(3-acetyl-5-aminopyridin-4-yl)-2-chloro-N-(5-chloro-6-(2H-1,2,3-triazol-2-yl)pyridine-3-yl)-5-fluorobenzamide